6-(Butylimino)propyl-2-propionylpyridin C(CCC)N=CCCC1=CC=CC(=N1)C(CC)=O